2-(2-amino-6-oxo-1H-purin-9-yl)ethoxymethyl-[3-(16,16,16-trifluorohexadecoxy)propoxy]phosphinic acid NC=1NC(C=2N=CN(C2N1)CCOCP(O)(=O)OCCCOCCCCCCCCCCCCCCCC(F)(F)F)=O